S1C=NC2=C1C1=CC=CC=C1C=C2 naphtho[2,1-d]thiazole